2-chloro-5-methyl-N1-(pyrazin-2-yl)benzene-1,3-diamine ClC1=C(C=C(C=C1N)C)NC1=NC=CN=C1